5-[2-fluoro-4-[[[(3R)-1-(3-fluorophenyl)sulfonyl-3-piperidyl]amino]methyl]-6-hydroxyphenyl]-1,1-dioxo-1,2,5-thiadiazolidin-3-one FC1=C(C(=CC(=C1)CN[C@H]1CN(CCC1)S(=O)(=O)C1=CC(=CC=C1)F)O)N1CC(NS1(=O)=O)=O